tert-butyl 5-(2-hydroxyethyl)-octahydropyrrolo[3,4-c]pyrrole-2-carboxylate OCCN1CC2C(C1)CN(C2)C(=O)OC(C)(C)C